C1(CC1)S(=O)(=O)NC1=CC(=NC=C1)C(CCN1CCCCC1)NC(OC(C)(C)C)=O tert-butyl (1-(4-(cyclopropanesulfonamido)pyridin-2-yl)-3-(piperidin-1-yl)propyl)carbamate